(1H-indol-4-yl)-3,4-dihydro-isoquinoline-2(1H)-carboxamide N1C=CC2=C(C=CC=C12)C1N(CCC2=CC=CC=C12)C(=O)N